O=C1N(C[C@@H](C[C@H]1C(=O)OC)C(F)(F)F)C(=O)OC(C)(C)C 1-(tert-butyl) 3-methyl (3R,5R)-2-oxo-5-(trifluoromethyl)piperidine-1,3-dicarboxylate